(S)-1-(6-(4-(5-(3-cyano-5-fluorophenyl)-4,5-dihydro-1H-pyrazole-1-carbonyl)piperazin-1-yl)pyrimidin-4-yl)-3,5-dimethyl-1H-pyrazole-4-carboxamide C(#N)C=1C=C(C=C(C1)F)[C@@H]1CC=NN1C(=O)N1CCN(CC1)C1=CC(=NC=N1)N1N=C(C(=C1C)C(=O)N)C